(Z)-3-phenyl-acrylonitrile C1(=CC=CC=C1)\C=C/C#N